tert-butyl (S)-((5-(2,2'-dichloro-3'-(5-formyl-6-methoxypyrazin-2-yl)-[1,1'-biphenyl]-3-yl)-3-methoxypyrazin-2-yl)methyl)((5-oxopyrrolidin-2-yl)methyl)carbamate ClC1=C(C=CC=C1C=1N=C(C(=NC1)CN(C(OC(C)(C)C)=O)C[C@H]1NC(CC1)=O)OC)C1=C(C(=CC=C1)C1=NC(=C(N=C1)C=O)OC)Cl